4-(4-morpholinyl-6-(piperazin-1-yl)-1,3,5-triazine-2-yl)aniline N1(CCOCC1)C1=NC(=NC(=N1)N1CCNCC1)C1=CC=C(N)C=C1